tert-butyl 5-(6-chloro-7-((4-methyl-6-(methylamino) pyrimidin-2-yl) amino)-2,3-dihydrobenzo[b][1,4]dioxin-5-yl)-2-methyl-2,3,4,7-tetrahydro-1H-azepine-1-carboxylate ClC1=C(C2=C(OCCO2)C=C1NC1=NC(=CC(=N1)C)NC)C=1CCC(N(CC1)C(=O)OC(C)(C)C)C